C(CCCCCCC)N(C([O-])=O)CCCCCCCC N,N-dioctylcarbamate